C1(=CC=C(C=C1)C1COC2=C1C=C(C=C2C(=O)N)C(=O)N)C 3-(p-tolyl)-2,3-dihydrobenzofuran-5,7-dicarboxamide